ClC=1N=C(C2=C(N1)C(=C(S2)CCCO)C)NCC=2OC=CC2 3-(2-chloro-4-{[(furan-2-yl)methyl]amino}-7-methylthieno[3,2-d]pyrimidin-6-yl)propan-1-ol